C(C)C=1C=C2C=NNC2=CC1NC1=NC=C(C(=N1)NC)C(F)(F)F N2-(5-ethyl-1H-indazol-6-yl)-N4-methyl-5-(trifluoromethyl)pyrimidine-2,4-diamine